CNC1=C(CCC1)C(=O)OC Methyl 2-(Methylamino)cyclopent-1-ene-1-carboxylate